3-(5-(((1-(4-((5-chloro-4-((2-(isopropylsulfonyl)phenyl)amino)pyrimidin-2-yl)amino)-5-isopropoxy-2-methylphenyl)piperidin-4-yl)(methyl)amino)methyl)-1-oxoisoindoline-2-yl)piperidin ClC=1C(=NC(=NC1)NC1=CC(=C(C=C1OC(C)C)N1CCC(CC1)N(C)CC=1C=C2CN(C(C2=CC1)=O)C1CNCCC1)C)NC1=C(C=CC=C1)S(=O)(=O)C(C)C